3-(5-bromo-1-ethyl-2-(2-((S)-1-methoxyethyl)pyridin-3-yl)-1H-indol-3-yl)-2,2-dimethylpropan-1-ol BrC=1C=C2C(=C(N(C2=CC1)CC)C=1C(=NC=CC1)[C@H](C)OC)CC(CO)(C)C